5-fluoro-N-(2-(4-hydroxy-4-methylpentane-2-yl)phenyl)-1,3-dimethyl-1H-pyrazole-4-formamide FC1=C(C(=NN1C)C)C(=O)NC1=C(C=CC=C1)C(C)CC(C)(C)O